FC1=C2NC(C=3N(C2=CC=C1CN1CC2=NN(C=C2C1)C=1C=CC(=NC1F)C(=O)NC)N=CC3C(F)(F)F)=O 5-(5-((6-fluoro-4-oxo-3-(trifluoromethyl)-4,5-dihydropyrazolo[1,5-a]quinoxalin-7-yl)methyl)-5,6-dihydropyrrolo[3,4-c]pyrazol-2(4H)-yl)-6-fluoro-N-methylpicolinamide